C1(NCC2=CC=CC=C12)=O ISOINDOLIN-1-ON